O=C1CC(C=C1)=O dioxocyclopenten